1-((3aR,4S,6R,6aS)-2,2-dimethyl-6-(4-methyl-7H-pyrrolo[2,3-d]pyrimidin-7-yl)tetrahydro-4H-cyclopenta[d][1,3]dioxol-4-yl)ethan-1-one CC1(O[C@H]2[C@@H](O1)[C@@H](C[C@@H]2C(C)=O)N2C=CC1=C2N=CN=C1C)C